C(C)(=O)NC1=CC=C(C=C1)C1=C(C(=C(S1)NC1=C(C=CC=C1F)F)C(=O)NC=1N=NC(=CC1)OC)CN(C)C (4-acetamidophenyl)-2-(2,6-difluorophenylamino)-4-(dimethylaminomethyl)-N-(6-methoxypyridazin-3-yl)thiophene-3-carboxamide